The molecule is an androstanoid that is testosterone carrying an additional hydroxy substituent at the 1beta-position. A metabolite of testosterone. It is an androstanoid, a 1-hydroxy steroid, a 3-oxo-Delta(4) steroid and a 17beta-hydroxy steroid. It derives from a testosterone. C[C@]12CC[C@H]3[C@H]([C@@H]1CC[C@@H]2O)CCC4=CC(=O)C[C@H]([C@]34C)O